C(C)(C)(C)OC(=O)N1[C@@H](CN(CC1)CCOC1=C(C=C(C=C1)N)C(C)C)C (R)-4-(2-(4-amino-2-isopropylphenoxy)ethyl)-2-methylpiperazine-1-carboxylic acid tert-butyl ester